1-(8-chloro-1-((2S,4S)-2-(cyanomethyl)piperidin-4-yl)-6-fluoro-4-((S)-1-((S)-1-methylpyrrolidin-2-yl)ethoxy)-1H-pyrazolo[4,3-c]quinolin-7-yl)isoquinoline-8-carbonitrile ClC1=CC=2C3=C(C(=NC2C(=C1C1=NC=CC2=CC=CC(=C12)C#N)F)O[C@@H](C)[C@H]1N(CCC1)C)C=NN3[C@@H]3C[C@H](NCC3)CC#N